1-(6,7-dihydro-5H-benzo[6,7]cyclohepta[1,2-c]pyridazin-3-yl)-N3-(7-(4-methylpiperazin-1-yl)-6,7,8,9-tetrahydro-5H-benzo[7]annulene-2-yl)-1H-1,2,4-triazole-3,5-diamine N1=NC(=CC2=C1C1=C(CCC2)C=CC=C1)N1N=C(N=C1N)NC=1C=CC2=C(CCC(CC2)N2CCN(CC2)C)C1